CC1=CC=2N(C=C1NC=1N=CC3=C(N1)C(=NN3CC3=CC=NC=C3)C3CCOCC3)N=CN2 N-(7-methyl-[1,2,4]triazolo[1,5-a]pyridin-6-yl)-1-(pyridin-4-ylmethyl)-3-(tetrahydro-2H-pyran-4-yl)-1H-pyrazolo[4,3-d]pyrimidin-5-amine